2-(2,4-dioxotetrahydropyrimidin-1(2H)-yl)-5-((4-(6-isopropylthieno[2,3-d]pyrimidin-4-yl)-3,6-dihydropyridin-1(2H)-yl)methyl)isoindoline-1,3-dione O=C1N(CCC(N1)=O)N1C(C2=CC=C(C=C2C1=O)CN1CCC(=CC1)C=1C2=C(N=CN1)SC(=C2)C(C)C)=O